C1(=C(C=CC=C1)C1=C(C2=C(SC3=C2C=CC=C3)C=C1)C1=NC=C(C(=C1C1=NN=NC=C1)C1=NC=CC=C1)C1=CC=CC=C1)C1=CC=CC=C1 (biphenylyl)[(phenyl)(pyridyl)triazinylpyridyl]dibenzothiophene